hydroxy-1-(1-methylcyclopropyl)-6-oxo-1,6-dihydropyridine-3-carboxylic acid methyl ester COC(=O)C1=C(N(C(C=C1)=O)C1(CC1)C)O